3-methyl-6,7-dihydro-5H-oxathiepine 2,2-dioxide CC=1S(OCCCC1)(=O)=O